C(C)N(C1=NC=C2C=C(C=NC2=C1)C=1C=C(C=CC1C)NC(C1=CC(=NC=C1)C1(CC1)F)=O)CC1=CC=C(C=C1)OC N-(3-(7-(ethyl-(4-methoxybenzyl)amino)-1,6-naphthyridin-3-yl)-4-methylphenyl)-2-(1-fluorocyclopropyl)isonicotinamide